3-chloro-9-(2,4-difluorophenyl)-2-methyl-7-((2R,6S)-2-methyl-6-(1-methyl-1H-pyrazol-4-yl)tetrahydro-2H-pyran-4-yl)-4H-pyrazino[1,2-a]pyrimidin-4-one ClC1=C(N=C2N(C1=O)C=C(N=C2C2=C(C=C(C=C2)F)F)C2C[C@H](O[C@@H](C2)C=2C=NN(C2)C)C)C